5-((S)-2-amino-3,3-dicyclohexylpropionamido)-2-((R)-4-isopropyl-2-oxoimidazolidin-1-yl)-N-(o-tolyl)-2,3-dihydro-1H-indene-2-carboxamide N[C@H](C(=O)NC=1C=C2CC(CC2=CC1)(C(=O)NC1=C(C=CC=C1)C)N1C(N[C@@H](C1)C(C)C)=O)C(C1CCCCC1)C1CCCCC1